CN([C@H]1CN(CC1)C(=O)OC(C)(C)C)CCCCCC[C@@H]1NC2=NC=CC=C2CC1 tert-butyl (R)-3-(methyl(6-((S)-1,2,3,4-tetrahydro-1,8-naphthyridin-2-yl)hexyl)amino)pyrrolidine-1-carboxylate